ClC1=C(C=CC=C1)CC(=O)NC1=CC(=C(C=C1)N1N=C(C=C1C)C#N)S(N)(=O)=O 2-(2-chlorophenyl)-N-[4-(3-cyano-5-methyl-1H-pyrazol-1-yl)-3-sulfamoylphenyl]acetamide